tetrathia-pentane SSSSC